Cl.FC(OC=1C=CC=C2C(=NC=NC12)N[C@H](CN1CCNCC1)C)F 8-(difluoromethoxy)-N-[(2S)-1-piperazin-1-ylpropan-2-yl]quinazolin-4-amine hydrochloride